3,3-difluorocyclobutaneformamidine tert-butyl-(1S*,2S*,5R*)-2-[(5-bromo-2-carbamoylthiophen-3-yl)carbamoyl]-3-azabicyclo[3.1.0]hexane-3-carboxylate C(C)(C)(C)OC(=O)N1[C@@H]([C@H]2C[C@H]2C1)C(NC1=C(SC(=C1)Br)C(N)=O)=O.FC1(CC(C1)C(=N)N)F |o1:8,9,11|